(±)-4-(3-{4,5-dichloro-1-methyl-6-[(1-methyl-5-oxopyrrolidin-3-yl)methoxy]-1H-indole-2-amido}oxolan-3-yl)benzoic acid ClC1=C2C=C(N(C2=CC(=C1Cl)OCC1CN(C(C1)=O)C)C)C(=O)NC1(COCC1)C1=CC=C(C(=O)O)C=C1